C(C)C(CC1=CC=C(S1)C=1SC2=C(N1)C(=C1C(N=C(S1)C=1SC(=CC1)CC(CCCC)CC)=C2C=2SC=CC2)C=2SC=CC2)CCCC 2,6-bis[5-(2-ethylhexyl)thiophen-2-yl]-4,8-dithien-2-yl-benzo[1,2-d:4,5-d']bis-thiazole